[6-(1H-indol-5-yl)-pyrimidin-4-yl]-amine N1C=CC2=CC(=CC=C12)C1=CC(=NC=N1)N